O(P(OC1CCCC1)(=O)OP(=O)(OCC=C)OCC=C)C1CCCC1 dicyclopentyl (diallyl) pyrophosphate